4-((3-fluoro-5-iodophenyl)(methyl)amino)-N-isopropylpiperidine-1-carbonylAmine FC=1C=C(C=C(C1)I)N(C1CCN(CC1)C(=O)NC(C)C)C